6-Chloro-3-[[(1R)-1-[2-(3,4-difluorophenyl)-3,6-dimethyl-4-oxo-chromen-8-yl]ethyl]amino]-N-methylsulfonyl-pyridine-2-carboxamide ClC1=CC=C(C(=N1)C(=O)NS(=O)(=O)C)N[C@H](C)C=1C=C(C=C2C(C(=C(OC12)C1=CC(=C(C=C1)F)F)C)=O)C